cyano-3-(4-trifluoromethylphenyl)acrylic acid C(#N)C(C(=O)O)=CC1=CC=C(C=C1)C(F)(F)F